2-benzyl-4,4,4-trifluoro-N-(7-fluoro-3-quinolyl)-2-methyl-butanamide C(C1=CC=CC=C1)C(C(=O)NC=1C=NC2=CC(=CC=C2C1)F)(CC(F)(F)F)C